2,2,2-trichloroethyl 2-amino-3-bromo-6,7-dihydrothieno[3,2-c]pyridine-5(4H)-carboxylate NC1=C(C=2CN(CCC2S1)C(=O)OCC(Cl)(Cl)Cl)Br